methyl 4-(chlorocarbonyl)-3-fluorobenzoate ClC(=O)C1=C(C=C(C(=O)OC)C=C1)F